CC(C[C@@H]1N([C@H]([C@H](OC1=O)C1=CC=CC=C1)C1=CC=CC=C1)C(=O)OC(C)(C)C)=C tert-butyl (3S,5S,6R)-3-(2-methylallyl)-2-oxo-5,6-diphenylmorpholine-4-carboxylate